C(=C)CP(OC)=O methyl vinylmethylphosphinate